methyl 3-(bromomethyl)-5-chlorobenzoate BrCC=1C=C(C(=O)OC)C=C(C1)Cl